hydroxylamine phosphate salt P(=O)(O)(O)O.NO